2-Amino-6-Aminocyclohexanone NC1C(C(CCC1)N)=O